sulfur Peroxomonosulfuric acid S(=O)(=O)(OO)O.[S]